6-(3-chlorophenyl)-2,8-diphenylimidazo[1,2-a]pyridine ClC=1C=C(C=CC1)C=1C=C(C=2N(C1)C=C(N2)C2=CC=CC=C2)C2=CC=CC=C2